2-fluoro-4-methyl-3-(2-(methylamino)-8,9-dihydroimidazo[1',2':1,6]pyrido[2,3-d]pyrimidin-6-yl)benzonitrile FC1=C(C#N)C=CC(=C1C1=CC2=C(N=C(N=C2)NC)N2C1=NCC2)C